C(C)(C)(C)OC(=O)N1N=C(C2=C(C=CC=C12)C1=CC2=CC=CC(=C2C=C1)C(NC1=CC=CC=C1)=O)N 3-amino-4-(5-(phenylcarbamoyl)naphthalen-2-yl)-1H-indazole-1-carboxylic acid tert-butyl ester